FC1=COC2=C1C=C(C=C2)CC(C)NC(CO)CO 2-((1-(3-fluorobenzofuran-5-yl)propan-2-yl)amino)propane-1,3-diol